CN(C1CCN(CC1)C1=CC(=C(C=C1)NC(=O)C1=NC(=NC=C1)F)N1CCC(CC1)(C)C)C N-(4-(4-(Dimethylamino)piperidin-1-yl)-2-(4,4-dimethylpiperidin-1-yl)phenyl)-2-fluoropyrimidine-4-carboxamide